C(C=C)OCC(CS(=O)(=O)O)O 3-allyloxy-2-Hydroxypropanesulfonic acid